FC(CCC(=O)N1CC2CCC(C1)N2C2=CC(=NC=C2)C#N)(C2=CC(=NC=C2)OC)F 4-(3-(4,4-difluoro-4-(2-methoxypyridin-4-yl)butanoyl)-3,8-diazabicyclo[3.2.1]octan-8-yl)picolinonitrile